FC1=CC(=C2C(=CNC2=C1)CCN)OC 2-(6-fluoro-4-methoxy-1H-indol-3-yl)ethan-1-amine